CC(C(C(=O)[O-])O)(O)C1=CC=CC=C1 3-methyl-3-phenylglycerate